C1(CCCC2=NC3=CC=CC=C3C=C12)=O 3,4-dihydroacridine-1(2H)-one